N-[3-(4-Methylpyridin-3-yl)propyl]-1-(7-methylthieno[3,2-d]pyrimidin-4-yl)-4-piperidylamine CC1=C(C=NC=C1)CCCNC1CCN(CC1)C=1C2=C(N=CN1)C(=CS2)C